N,N-dimethyl-1-(6-bromopyridin-3-yl)piperidin-4-amine CN(C1CCN(CC1)C=1C=NC(=CC1)Br)C